O=C1C2=C(C=NN1)N(CCC2)CCOC(Cl)Cl 2-(5-oxo-3,4,5,6-tetrahydropyrido[2,3-d]pyridazin-1(2H)-yl)ethoxydichloromethane